[Cl-].[Cl-].C[Si](=[Zr+2](C1C=CC=C1)C=1C=C(C=2C1SCC2C2=CC=CC=C2)C)C dimethylsilylene(3-phenyl-4-methyl-cyclopenta[2,3-b]thiophen-6-yl)(cyclopentadienyl)zirconium dichloride